CN1C(C(=CC2=C1N=CN=C2N[C@H](C)C2=CC(=CC=C2)C(F)(F)F)[C@@H]2CNCCC2)=O 8-methyl-6-((R)-piperidin-3-yl)-4-(((R)-1-(3-(Trifluoromethyl)phenyl)ethyl)amino)pyrido[2,3-d]pyrimidin-7(8H)-one